Cl(=O)(=O)[O-].[Cu+2].[Ni+2].Cl(=O)(=O)[O-].Cl(=O)(=O)[O-].Cl(=O)(=O)[O-] nickel-copper chlorate